methyl 3-fluoro-4-((4-((fluorosulfonyl)oxy)phenoxy)methyl)benzoate FC=1C=C(C(=O)OC)C=CC1COC1=CC=C(C=C1)OS(=O)(=O)F